C(C=C)(=O)N1C[C@H](CC1)N1C(C(=NC=2C=NC(=NC12)NC1=CC(=C(C=C1)N1CCN(CC1)C)C)C(C)C)=O (S)-8-(1-acryloyl-3-pyrrolidinyl)-6-isopropyl-2-((3-methyl-4-(4-methyl-1-piperazinyl)phenyl)amino)-7(8H)-pteridinone